5-iodo-5'-O-tert-butyldimethylsilyl-thymidine IC1(C(NC(N([C@H]2C[C@H](O)[C@@H](CO[Si](C)(C)C(C)(C)C)O2)C1)=O)=O)C